[7-[4-fluoro-2-(2-methoxyethoxy)phenyl]-6-(5-prop-2-enoyl-6,7-dihydro-4H-thiazolo[5,4-c]pyridin-2-yl)thieno[3,2-c]pyridin-4-yl] trifluoromethanesulfonate FC(S(=O)(=O)OC1=NC(=C(C2=C1C=CS2)C2=C(C=C(C=C2)F)OCCOC)C=2SC=1CN(CCC1N2)C(C=C)=O)(F)F